N-((1H-indazol-6-yl)methyl)-N-(3-methoxybenzyl)-3-((2-morpholinoethoxy)methyl)aniline N1N=CC2=CC=C(C=C12)CN(C1=CC(=CC=C1)COCCN1CCOCC1)CC1=CC(=CC=C1)OC